N1C(=NC2=C1C=CC=C2)C=2C=C(C=CC2)NC2=CC(=C(C=C2)C=2N=NC=CC2)F N-(3-(1H-benzo[d]imidazol-2-yl)phenyl)-3-fluoro-4-(pyridazin-3-yl)aniline